C(C)OC(CN1N=NC(=C1)N)=O.ClC1=C(C(=NC=C1)OCCOC1OCCCC1)F 4-chloro-3-fluoro-2-(2-tetrahydropyran-2-yloxyethoxy)pyridine ethyl-2-(4-amino-1H-1,2,3-triazol-1-yl)acetate